9-((1r,4r)-4-hydroxy-4-methylcyclohexyl)-7-methyl-2-((7-methyl-[1,2,4]triazolo[1,5-a]pyridin-6-yl)amino)-7,9-dihydro-8H-purin-8-one CC1=CC2=NC=NN2C=C1NC3=NC=C4C(=N3)N(C(=O)N4C)C5CCC(CC5)(C)O